(1-(5-methyl-1-(4-(trifluoromethyl)phenyl)-1H-pyrazolo[4,3-b]pyridin-3-yl)pyrrolidin-3-yl)acrylamide CC1=CC=C2C(=N1)C(=NN2C2=CC=C(C=C2)C(F)(F)F)N2CC(CC2)C(C(=O)N)=C